FC1=CC=C(C=C1)N1N=CC=2C1=NC(=NC2NC(=O)C=2SC(=CC2)[N+](=O)[O-])C=2C=CC1=C(N=C(S1)OCCOC)C2 N-(1-(4-fluorophenyl)-6-(2-(2-methoxyethoxy)benzo[d]thiazol-5-yl)-1H-pyrazolo[3,4-d]pyrimidin-4-yl)-5-nitrothiophene-2-carboxamide